2-[1-(4-methylphenyl)-1H-pyrazol-4-yl]-N-propyl-N-[(3S)-pyrrolidin-3-yl]-1,3-thiazole-4-carboxamide CC1=CC=C(C=C1)N1N=CC(=C1)C=1SC=C(N1)C(=O)N([C@@H]1CNCC1)CCC